CS(=O)(=O)OC1CCC(CC1)O (1s,4s)-4-hydroxycyclohexyl methanesulfonate